ethyl 5-bromo-6-[(3-chloropyrazol-1-yl)methyl]-2-(3,4-dichlorophenyl)-1-ethyl-4-oxo-pyridine-3-carboxylate BrC=1C(C(=C(N(C1CN1N=C(C=C1)Cl)CC)C1=CC(=C(C=C1)Cl)Cl)C(=O)OCC)=O